The molecule is conjugate acid of N(5)-[(hydroxyamino)(imino)methyl]-L-ornithine having an anionic carboxy group and protonated amiino and guanidino groups. It is the principal microspecies present at pH 7.3. It is a conjugate acid of a N(5)-[(hydroxyamino)(imino)methyl]-L-ornithine. C(C[C@@H](C(=O)[O-])[NH3+])C[NH+]=C(N)NO